O[C@@H]1CC2=CC[C@H]3[C@@H]4CC[C@H]([C@@H](CCC(=O)[O-])C)[C@]4(CC[C@@H]3[C@]2(CC1)C)C 3β-hydroxy-5-cholenate